tert-butyl (S)-(1-(3-bromo-5-formylpyridin-4-yl)pyrrolidin-3-yl)carbamate BrC=1C=NC=C(C1N1C[C@H](CC1)NC(OC(C)(C)C)=O)C=O